4-(8-(1-(but-2-ynoyl)pyrrolidin-2-yl)quinazolin-6-yl)-N-(4-cyclopropylpyridin-2-yl)-3-fluorobenzamide C(C#CC)(=O)N1C(CCC1)C=1C=C(C=C2C=NC=NC12)C1=C(C=C(C(=O)NC2=NC=CC(=C2)C2CC2)C=C1)F